benzyl 8-bromo-6-[2-[(2-methylpropan-2-yl)oxy]-2-oxoethoxy]-3,4-dihydro-1H-isoquinoline-2-carboxylate BrC=1C=C(C=C2CCN(CC12)C(=O)OCC1=CC=CC=C1)OCC(=O)OC(C)(C)C